BrC1=C2C(=C3C=CC=NC3=C1)C(N(C2C2=C(C=CC(=C2)F)Cl)CC2=CC=C(C=C2)OC)=O 4-bromo-3-(2-chloro-5-fluorophenyl)-2-[(4-methoxyphenyl)methyl]-2,3-dihydro-1H-pyrrolo[4,3-f]quinolin-1-one